BrC=1C=C(C(=NC1)N1CC(C1)C)F 5-bromo-3-fluoro-2-(3-methylazetidin-1-yl)pyridine